4,7-Bis[5-(2,6-di-isopropylphenyl)-2-thienyl]benzo[c]1,2,5-thiadiazol C(C)(C)C1=C(C(=CC=C1)C(C)C)C1=CC=C(S1)C1=CC=C(C2=NSN=C21)C=2SC(=CC2)C2=C(C=CC=C2C(C)C)C(C)C